BrC=1C=CC=C2C(=NC=NC12)N[C@H](CN1CCN(CC1)S(=O)(=O)C1=C(N=C(S1)NC(OC)=O)C)C methyl N-[5-({4-[(2S)-2-[(8-bromoquinazolin-4-yl)amino]propyl]piperazin-1-yl}sulfonyl)-4-methyl-1,3-thiazol-2-yl]carbamate